FC(C1=NN(C2=CC=C(C=C12)C(=O)OC)C)F methyl 3-(difluoromethyl)-1-methyl-1H-indazole-5-carboxylate